C(#N)C1=C(C=C(C=C1OCC)[C@H]([C@H](CC=1SC2=C(N1)C=CC=C2)OC2CCCC2)O)OCC ((2S,3R)-3-(4-cyano-3,5-diethoxyphenyl)-2-(cyclopentyloxy)-3-hydroxypropyl)benzo[d]thiazol